C(C)OC1=C(C=C2CCN(C(C2=C1)CC(C1=CNC2=CC=C(C=C12)OC)F)C(=O)N1CCOCC1)OC (7-ethoxy-1-(2-fluoro-2-(5-methoxy-1H-indol-3-yl)ethyl)-6-methoxy-3,4-dihydroisoquinolin-2(1H)-yl)(morpholinyl)methanone